N1C(C=CC2=CC=CC=C12)C(=O)OC Methyl quinoline-2(1H)carboxylate